tert-butyl (4S)-4-[(1R)-1-isopropoxy-5-[5-methyl-6-[1-(trifluoromethyl)cyclobutyl]pyrrolo[2,3-b]pyrazin-3-yl]-5-oxo-pentyl]-2,2-dimethyl-oxazolidine-3-carboxylate C(C)(C)O[C@H](CCCC(=O)C1=CN=C2C(=N1)N(C(=C2)C2(CCC2)C(F)(F)F)C)[C@H]2N(C(OC2)(C)C)C(=O)OC(C)(C)C